C(CCCC)OC1=C2N=CN(C2=NC=N1)CCC(=O)NO 3-(6-pentoxy-9H-purin-9-yl)-N-hydroxy-propionamide